3-bromo-1-(3-chloropyridin-2-yl)-N-(2,4-dichloro-6-(dimethylaminoformyl)phenyl)-N-methyl-1H-pyrazole-5-carboxamide BrC1=NN(C(=C1)C(=O)N(C)C1=C(C=C(C=C1C(=O)N(C)C)Cl)Cl)C1=NC=CC=C1Cl